C(C1=CC=CC=C1)NC=1C2=C(N=C(N1)C1=NC=CC=C1)SC=C2C2=CC=CC=C2 N-benzyl-5-phenyl-2-(pyridin-2-yl)thieno[2,3-d]pyrimidin-4-amine